CC(C(=O)OCOP(=O)(OCOC(C(C)(C)C)=O)CP(=O)(OCOC(C(C)(C)C)=O)OCOC(C(C)(C)C)=O)(C)C [bis(2,2-dimethylpropanoyloxymethoxy)phosphorylmethyl-(2,2-dimethylpropanoyloxymethoxy)phosphoryl]oxymethyl 2,2-dimethylpropanoate